FC(OC1=CC(=C(C=C1F)NS(=O)(=O)C1=CNC(=C1)C=1SC=CN1)F)F N-[4-(difluoromethoxy)-2,5-difluorophenyl]-5-(1,3-thiazol-2-yl)-1H-pyrrole-3-sulfonamide